Cl.ClC1=CC=C(OCC(=O)NC2C[C@@H]3[C@@H](CNC3)C2)C=C1 2-(4-chlorophenoxy)-N-((3aR,5s,6aS)-octahydrocyclopenta[c]pyrrol-5-yl)acetamide HCl salt